C1(CCC1)OC1=C(C=C(CNCCCCOCCNC2=NC3=C(C4=CN=CC=C24)C=CC(=C3)C#N)C=C1)CO 5-((2-(4-((4-Cyclobutoxy-3-(hydroxymethyl)benzyl)amino)butoxy)ethyl)amino)benzo[c][2,6]naphthyridine-8-carbonitrile